C(C)C=1C=C2CCC(N(C2=CC1)S(=O)(=O)C=1C=CC(=C(C1)C(=O)OC)OCC1CCOCC1)C methyl (5-((6-ethyl-2-methyl-3,4-dihydroquinolin-1(2H)-yl) sulfonyl)-2-((tetrahydro-2H-pyran-4-yl) methoxy) phenyl)carboxylate